(S)- and (R)-3-(2-((2,4-dichlorophenethyl)amino)-2-phenylacetyl)-N-(2-(dimethylamino)ethyl)-1H-indole-6-carboxamide ClC1=C(CCN[C@H](C(=O)C2=CNC3=CC(=CC=C23)C(=O)NCCN(C)C)C2=CC=CC=C2)C=CC(=C1)Cl |r|